C(C)(C)(C)OC(=O)N1C[C@H]([C@@H](CC1)O)N |r| rac-(3R,4R)-3-amino-4-hydroxypiperidine-1-carboxylic acid tert-butyl ester